C(C(=C)C)(=O)OCCC1C(OC1)C(C(F)(F)F)(F)F 3-(2-methacryloyloxyethyl)-2-pentafluoroethyl-oxetane